C(C)C1(OC1(C1=CC=CC=C1)OC)CC 2,2-diethyl-3-methoxy-3-phenyl-oxirane